C(C)(C)C1=C2C=C(N=CC2=C(C=C1)N1[C@@H]([C@H](C1)CS(=O)(=O)C)C)NC1=NC(=NC=C1)C=1C=NN(C1)C1CCN(CC1)C 5-isopropyl-8-((2R,3S)-2-methyl-3-((methylsulfonyl)methyl)azetidin-1-yl)-N-(2-(1-(1-Methylpiperidin-4-yl)-1H-pyrazol-4-yl)pyrimidin-4-yl)isoquinolin-3-amine